N-(2-cyano-7-phenylisoindolin-5-yl)-1-methyl-5-oxopyrrolidine-3-carboxamide C(#N)N1CC2=C(C=C(C=C2C1)NC(=O)C1CN(C(C1)=O)C)C1=CC=CC=C1